C1(CC1)C1CCC2=C1C(NC=C2OC=2C(=CC(=C1CCCC21)NC(C(=O)O)=O)C)=O ((7-((7-cyclopropyl-1-oxo-2,5,6,7-tetrahydro-1H-cyclopenta[c]pyridin-4-yl)oxy)-6-methyl-2,3-dihydro-1H-inden-4-yl)amino)-2-oxoacetic acid